COC1=C(C(=CC(=C1)CC=C)OC)O 2,6-dimethoxy-4-(2-propenyl)phenol